Tert-butyl-((3R,5R)-1-(2-(6-bromo-1-(cyclopropylmethyl)-1H-indol-2-yl)-3-methylpyrazolo[1,5-a]pyridine-6-carbonyl)-5-fluoropiperidin-3-yl) carbamate C(N)(O[C@H]1C(N(C[C@@H](C1)F)C(=O)C=1C=CC=2N(C1)N=C(C2C)C=2N(C1=CC(=CC=C1C2)Br)CC2CC2)C(C)(C)C)=O